1,6-dihydro-9H-purin N1C=NC=2NC=NC2C1